C(C)(=O)OC(\C=C\C(=C\C1=CC=C(C=C1)C)\C)OC(C)=O (2E,4E)-4-methyl-5-(p-tolyl)penta-2,4-diene-1,1-diyl diacetate